(R)-5-((4-(2-ethyl-3-((4-(4-fluorophenyl)thiazol-2-yl)(methyl)amino)imidazo[1,2-a]pyridin-6-yl)piperidin-1-yl)methyl)oxazolidin-2-one C(C)C=1N=C2N(C=C(C=C2)C2CCN(CC2)C[C@H]2CNC(O2)=O)C1N(C)C=1SC=C(N1)C1=CC=C(C=C1)F